3-(Morpholine-4-carbonyl)benzoic acid [(2R)-3-(1-ethyl-8-oxo-spiro[6,7-dihydro-4H-pyrazolo[3,4-c]azepin-5,4'-tetrahydropyran]-3-yl)-2-methyl-propyl] ester C(C)N1N=C(C2=C1C(NCC1(CCOCC1)C2)=O)C[C@H](COC(C2=CC(=CC=C2)C(=O)N2CCOCC2)=O)C